BrC1=CC=NC=2N1N=C(C2C2=NC=1C(=NC=C(C1)C(F)(F)F)N2C)SCC 2-(7-bromo-2-(ethylsulfanyl)pyrazolo[1,5-a]pyrimidin-3-yl)-3-methyl-6-(trifluoromethyl)-3H-imidazo[4,5-b]pyridine